C1(=CC=C(C=C1)N(C=1C=C(C(=CC1)C1=CC=C(C=C1)C1=CC=CC=C1)C1=CC=C(C=C1)C1=CC=CC=C1)C1=CC=C(C=C1)C1=CC=CC=C1)C1=CC=CC=C1 N,N-bis(biphenyl-4-yl)-N-{6-(biphenyl-4-yl)-1,1':4',1''-terphenyl-3-yl}amine